ClC1=C(C2=C(C=3C(N4[C@@H](COC31)CN(CC4)C(=O)OC(C)(C)C)=O)N(C=N2)C)C2=C(C=CC=C2O)Cl tert-butyl (7aR)-5-chloro-4-(2-chloro-6-hydroxyphenyl)-1-methyl-13-oxo-1,7a,8,10,11,13-hexahydroimidazo[4,5-g]pyrazino[2,1-c][1,4]benzoxazepine-9(7H)-carboxylate